bis(cyclopentadienyl)-methylzirconium mono-chloride [Cl-].C1(C=CC=C1)[Zr+](C)C1C=CC=C1